N-(5-chloro-2-((pyridin-3-yl)methoxy)-4-(3-(1-(3-(3-hydroxyl-3-carboxypyrrolidin-1-yl)propyl)indolin-4-yl)-2-bromobenzyloxy)benzyl)-L-serine ClC=1C(=CC(=C(CN[C@@H](CO)C(=O)O)C1)OCC=1C=NC=CC1)OCC1=C(C(=CC=C1)C1=C2CCN(C2=CC=C1)CCCN1CC(CC1)(C(=O)O)O)Br